propylbenzene-1,4-dicarboxamide C(CC)C1=C(C=CC(=C1)C(=O)N)C(=O)N